S=C[C@@H](O)[C@@H](O)[C@@H](O)[C@H](O)CO thiotalose